(1R,2S,5S)-N-{(1S)-1-cyano-2-[(3S)-2-oxopyrrolidin-3-yl]ethyl}-6,6-dimethyl-3-[3-methyl-N-(methylcarbamoyl)-L-valyl]-3-azabicyclo[3.1.0]hexane-2-carboxamide C(#N)[C@H](C[C@H]1C(NCC1)=O)NC(=O)[C@@H]1[C@H]2C([C@H]2CN1C([C@@H](NC(NC)=O)C(C)(C)C)=O)(C)C